C1(CCCC1)C1C[C@H](N(C1)C(=O)OC(C)(C)C)CO tert-butyl (2S)-4-cyclopentyl-2-(hydroxymethyl)pyrrolidine-1-carboxylate